BrC=1C=C(C=CC1)C(C1C(CCCC1)=O)NC1=CC=C(C=C1)CC 2-((3-bromophenyl)((4-ethylphenyl)amino)methyl)cyclohexane-1-one